4-[(2-hydroxy-1-naphthyl) azo]benzenesulphonate OC1=C(C2=CC=CC=C2C=C1)N=NC1=CC=C(C=C1)S(=O)(=O)[O-]